benzyl-4-cyclopropyl-1,2-dihydrospiro[indole-3,4'-piperidine] C(C1=CC=CC=C1)N1CCC2(CC1)CNC1=CC=CC(=C12)C1CC1